5-amino-6-(2-chloro-5-fluorobenzoyl)-2-methyl-2H-indazole-3,7-dicarbonitrile NC1=CC2=C(N(N=C2C(=C1C(C1=C(C=CC(=C1)F)Cl)=O)C#N)C)C#N